C(C)OC(=O)C1=NC(=CC(=C1N)C1=C2C=NNC2=CC=C1C)Cl 3-amino-6-chloro-4-(5-methyl-1H-indazol-4-yl)pyridine-2-carboxylic acid ethyl ester